(4,6-dimethyl-2-oxo-1,2-dihydropyridin-3-yl)methyl-3-(((1r,4r)-4-(dimethylamino)cyclohexyl)(ethyl)amino)-5-(furan-2-yl)-2-methylbenzamide TFA salt OC(=O)C(F)(F)F.CC1=C(C(NC(=C1)C)=O)CC1=C(C(=C(C(=O)N)C=C1C=1OC=CC1)C)N(CC)C1CCC(CC1)N(C)C